C(C)C=1C=C(C=CC1N)C1=CC(=CC(=C1)C1=CC(=C(C=C1)N)CC)C1=CC(=C(C=C1)N)CC 1,3,5-tris(3-ethyl-4-aminophenyl)benzene